N1=CC=C(C=C1)C=1C2=C(N=C(N1)N)N1C(C=C2)=NCC1 (pyridin-4-yl)-8,9-dihydroimidazo[1',2':1,6]pyrido[2,3-d]pyrimidin-2-amine